1-methyl-4-iso-propylcyclohexadiene CC1=CC=C(CC1)C(C)C